3-(2-(2-(benzyloxy)ethoxy)ethoxy)propyl 4-methylbenzenesulfonate CC1=CC=C(C=C1)S(=O)(=O)OCCCOCCOCCOCC1=CC=CC=C1